4,4-difluoro-3,4-dihydrocoumarin FC1(CC(OC2=CC=CC=C12)=O)F